FCCOC1=C(C=C(C(=O)OC)C=C1)C methyl 4-(2-fluoroethoxy)-3-methylbenzoate